BrC=1C=C(C=NC1N1C[C@@H](CC1)F)N1N=C2C(=C1)C(N(C2)C=2C=NC=C(C2)Br)=O (R)-2-(5-bromo-6-(3-fluoropyrrolidin-1-yl)pyridin-3-yl)-5-(5-bromopyridin-3-yl)-5,6-dihydropyrrolo[3,4-c]pyrazol-4(2H)-one